methyl-1-(piperazin-1-yl)propan-1-one CC(C(=O)N1CCNCC1)C